{[5-(6-bromo-1-ethyl-1H-indol-2-yl)furan-2-yl]methylidene}propanedinitrile BrC1=CC=C2C=C(N(C2=C1)CC)C1=CC=C(O1)C=C(C#N)C#N